3-(tert-Butoxycarbonyl)aminophenol C(C)(C)(C)OC(=O)NC=1C=C(C=CC1)O